3-bromo-2-ethyl-6-(3-((tetrahydro-2H-pyran-2-yl)oxy)prop-1-yn-1-yl)pyridine BrC=1C(=NC(=CC1)C#CCOC1OCCCC1)CC